5-methyl-1-(3-methylbutan-2-yl)-N-(pyridazin-4-yl)-1H-pyrazole-4-carboxamide CC1=C(C=NN1C(C)C(C)C)C(=O)NC1=CN=NC=C1